BrC=1C=CC=C2C=CC=C(C12)N1CC=2N=C(N=C(C2CC1)N1C[C@@H](NCC1)CC#N)OC[C@H]1N(CCC1)C 2-((S)-4-(7-(8-bromonaphthalen-1-yl)-2-(((S)-1-methylpyrrolidin-2-yl)methoxy)-5,6,7,8-tetrahydropyrido[3,4-d]pyrimidin-4-yl)piperazin-2-yl)acetonitrile